C(#N)CC1CC(C1)(C1=NN=CN1C)C=1C=C(C=CC1)NC(=O)C1=CC(=C2C(=N1)C(CO2)(C)C)CNC2CCCC2 N-(3-((1s,3s)-3-(cyanomethyl)-1-(4-methyl-4H-1,2,4-triazol-3-yl)cyclobutyl)phenyl)-7-((cyclopentylamino)methyl)-3,3-dimethyl-2,3-dihydrofuro[3,2-b]pyridine-5-carboxamide